methylthio-oxazine CSC=1NOC=CC1